C(C)OC=1C=C(C=CC1OCC)C(C)=O 1-(3,4-diethoxyphenyl)ethanone